6-[7-methoxy-8-(prop-2-enamido)naphthalen-2-yl]-N-[2-(4-methylpiperazin-1-yl)ethyl]pyridine-2-carboxamide COC1=CC=C2C=CC(=CC2=C1NC(C=C)=O)C1=CC=CC(=N1)C(=O)NCCN1CCN(CC1)C